(R)-6-ethoxy-4-(6-(7-ethyl-2,7-diazaspiro[4.5]dec-2-yl)pyridin-3-yl)pyrazolo[1,5-a]pyridine-3-carbonitrile C(C)OC=1C=C(C=2N(C1)N=CC2C#N)C=2C=NC(=CC2)N2C[C@]1(CC2)CN(CCC1)CC